ClC=1C(=NC(=NC1)NC=1C=C2C(=NNC2=CC1)C1=CC=CC=C1)NC1=C(C=CC=C1)P(C)C (2-((5-Chloro-2-((3-phenyl-1H-indazol-5-yl)amino)pyrimidin-4-yl)amino)phenyl)dimethyl-phosphine